N-methyl-1H-pyrazole-4-sulfonamide CNS(=O)(=O)C=1C=NNC1